C(#N)C1=C(C=CC(=C1)C(F)(F)F)N1CCC(CC1)(C=1C=CC(=NC1)C=1C(=NC=CC1)OCC)NC(=O)[C@H]1CN(CC1)C (3R)-N-{1-[2-cyano-4-(trifluoromethyl)phenyl]-4-{2'-ethoxy-[2,3'-bipyridin]-5-yl}piperidin-4-yl}-1-methylpyrrolidine-3-carboxamide